(S)-3-phenyl-2-(tert-butoxycarbonylamino)-propionic acid methyl ester COC([C@H](CC1=CC=CC=C1)NC(=O)OC(C)(C)C)=O